2-octyl-1-decyl phosphate dibutylethanolamine salt C(CCC)N(CCO)CCCC.P(=O)(OCC(CCCCCCCC)CCCCCCCC)(O)O